N-(2-(2,6-dioxopiperidin-3-yl)-3-oxo-5-(trifluoromethyl)isoindolin-4-yl)acetamide O=C1NC(CCC1N1CC2=CC=C(C(=C2C1=O)NC(C)=O)C(F)(F)F)=O